2-(methacryloyloxy)ethyl-phosphoryl dichloride C(C(=C)C)(=O)OCCP(=O)(Cl)Cl